FC1=CC=C(CCN2CCC(CC2)CNC(OC(C)(C)C)=O)C=C1 tert-butyl ((1-(4-fluorophenethyl)piperidin-4-yl)methyl)carbamate